FC1=NC=C(C(=C1F)N)I 2,3-Difluoro-5-iodopyridin-4-amine